NC1=C(C=C(C=N1)C1=CC=C(C(=O)NC2CCN(CC2)C)C=C1)OCC1=C(C(=CC=C1)F)C(F)(F)F 4-[6-amino-5-(3-fluoro-2-trifluoromethyl-benzyloxy)-pyridin-3-yl]-N-(1-methyl-piperidin-4-yl)-benzamide